(1-ethylpiperidin-3-yl)oxazolo[4,5-b]pyridin-2-amine C(C)N1CC(CCC1)C1=CC=C2C(=N1)N=C(O2)N